CN1C=C(C=2C1=CN=CC2)C2=CC=CN2 5-(1-methyl-1H-pyrrolo[2,3-c]pyridin-3-yl)-1H-pyrrole